6-(1-(azetidin-3-yl)-4-(4-fluorophenyl)-1H-imidazol-5-yl)imidazo[1,2-b]pyridazine-3-carboxamide N1CC(C1)N1C=NC(=C1C=1C=CC=2N(N1)C(=CN2)C(=O)N)C2=CC=C(C=C2)F